(1R,2R,3R,5R,6R)-2-amino-6-fluoro-3-[(4-fluorophenyl)methoxy]-2-({(1S)-1-[(tricyclo[3.3.1.13,7]decane-1-carbonyl)oxy]ethoxy}carbonyl)bicyclo[3.1.0]hexane-6-carboxylic acid N[C@@]1([C@@H]2[C@]([C@@H]2C[C@H]1OCC1=CC=C(C=C1)F)(C(=O)O)F)C(=O)O[C@@H](C)OC(=O)C12CC3CC(CC(C1)C3)C2